FC1=C(C(=O)N2CCC(CC2)N2CC(C2)(N2C=CC(=C2)C=2C3=C(N=CN2)N(C=C3)COCC[Si](C)(C)C)CC#N)C=CN=C1C(F)(F)F {1-{1-[3-fluoro-2-(trifluoromethyl)isonicotinoyl]piperidin-4-yl}-3-[4-(7-{[2-(trimethylsilyl)ethoxy]methyl}-7H-pyrrolo[2,3-d]pyrimidin-4-yl)-1H-pyrrol-1-yl]azetidin-3-yl}acetonitrile